C(C)C1=NC2=C(C=C(C=C2NC1=O)CN1CCN(CC1)C=1C=CC(=NC1C)C(=O)NC[C@H](C)O)F (S)-5-(4-((2-ethyl-8-fluoro-3-oxo-3,4-dihydroquinoxalin-6-yl)methyl)piperazin-1-yl)-N-(2-hydroxypropyl)-6-methylpicolinamide